CNCC1=NN(C=C1)C1=CC=CC=C1 N-methyl-1-(1-phenyl-1H-pyrazol-3-yl)methanamine